FC(C=1C=CC=2N(C=3C=CC(=CC3C2N1)C(=O)N)C1=CC=C(C=C1)C(F)(F)F)(F)F 2-(trifluoromethyl)-5-[4-(trifluoromethyl)phenyl]-5H-pyrido[3,2-b]indole-8-carboxamide